NC1CN(C2=CC=CC=C2C1)C(=O)NC1=CC=C(C=C1)OC(F)(F)F 3-amino-N-(4-(trifluoromethoxy)phenyl)-3,4-dihydroquinoline-1(2H)-carboxamide